COC(=O)C1=C(C=NC=C1)NCC1CCOC2=C1C=CC(=C2)OC2=CC=CC=C2 3-{[(7-phenoxy-3,4-dihydro-2H-1-benzopyran-4-yl)methyl]amino}pyridine-4-carboxylic acid methyl ester